C(C)(=O)C1=NN(C2=CC=C(C=C12)C=1C=NC(=NC1)C)CC(=O)N1[C@@H](C[C@H](C1)F)C(=O)NC1=NC(=CC=C1OC)Br (2S,4R)-1-(2-(3-acetyl-5-(2-methylpyrimidin-5-yl)-1H-indazol-1-yl)acetyl)-N-(6-bromo-3-methoxypyridin-2-yl)-4-fluoropyrrolidine-2-carboxamide